2-methyl-4-oxopyrrolidine-1-carboxylic acid (S)-tert-butyl ester C(C)(C)(C)OC(=O)N1C(CC(C1)=O)C